3-(tert-butyl) 9-methyl (S)-10-amino-1,2,4,4a,5,6-hexahydro-3H,12H-benzo[b]pyrazino[1,2-e][1,5]oxazocine-3,9-dicarboxylate NC1=CC2=C(OCC[C@@H]3N(C2)CCN(C3)C(=O)OC(C)(C)C)C=C1C(=O)OC